7-(5-(5-((trans)-4-aminocyclohexyl)-1,3,4-thiadiazol-2-yl)-4-(isopropylamino)pyridin-2-yl)pyrrolo[1,2-b]pyridazine-3-carbonitrile, hydrochloride Cl.N[C@@H]1CC[C@H](CC1)C1=NN=C(S1)C=1C(=CC(=NC1)C1=CC=C2N1N=CC(=C2)C#N)NC(C)C